CC1=CNC=2CCCC(C2C1=O)C 3,5-dimethyl-5,6,7,8-tetrahydro-1H-quinolin-4-one